6-fluoro-indole-5-carbaldehyde FC1=C(C=C2C=CNC2=C1)C=O